C1=C(C=CC2=CC=CC=C12)[SiH3] naphthalene-2-yl-silane